C(C)(C)N1N=CC(=C1)C1=CC(=NC=C1)N(C(=O)C1CCC(CC1)N1CC(C1)OCCO)CC12CCC(CC1)(CC2)C2=CC(=C(C=C2)OC)C 4-((4-(1-Isopropyl-1H-pyrazol-4-yl)pyridin-2-yl)((4-(4-methoxy-3-methylphenyl)bicyclo[2.2.2]octan-1-yl)methyl)carbamoyl)cyclohexyl-3-(2-hydroxyethoxy)azetidine